BrC1=C(NC(C)C=2C=C(C=C3C(C(=C(OC23)C(C)C)C)=O)C)C=CC(=C1)Cl 8-[1-(2-bromo-4-chloro-anilino)ethyl]-2-isopropyl-3,6-dimethyl-chromen-4-one